ClC=1C(=NC=CC1)C(=O)N1CC(CC1)C1=C(C=O)C=C(C=C1)OC1=CC=CC=C1 (1-(3-chloropyridineformyl)pyrrolidin-3-yl)-5-phenoxybenzaldehyde